1-(4-Acetyl-3,5-diethoxyphenyl)-2-{[tert-butyl-(dimethyl)silyl]oxy}ethan-1-one C(C)(=O)C1=C(C=C(C=C1OCC)C(CO[Si](C)(C)C(C)(C)C)=O)OCC